ClC=1C=CC(=C(C1)CC(=O)NC1=CCN(C=C1)C=1NC=CN1)O 4-[[2-(5-Chloro-2-hydroxyphenyl)acetyl]amino]-N-(1H-imidazol-2-yl)pyridin